3-bromo-3-methyl-5-chloropyridine BrC1(CN=CC(=C1)Cl)C